ClC1=CC=C(C=N1)C=1C=C(C=CC1)[C@H](C)NC1=NC(=NC=C1)C N-{(1S)-1-[3-(6-chloropyridin-3-yl)phenyl]ethyl}-2-methylpyrimidin-4-amine